C(CCCC=C)OC(C#C)=O propiolic acid-5-hexenyl ester